C1(CC1)C1=CC=C(C=C1)C=1C=CC(=[N+](C1)[O-])C(N[C@H]1CS(C=C1)(=O)=O)=O (R)-5-(4-cyclopropylphenyl)-2-((1,1-dioxido-2,3-dihydrothiophen-3-yl)carbamoyl)pyridine 1-oxide